Methyl (2-(4-aminobicyclo[2.2.2]oct-1-yl))-7-chloro-6-iodo-2,4-dimethylbenzo[d][1,3]dioxole-5-carboxylate NC12CCC(CC1)(CC2)C2(OC1=C(O2)C(=C(C(=C1C)C(=O)OC)I)Cl)C